Methyl 2-([1-(2-fluorophenyl)-5-[3-(oxetan-3-yloxy)phenyl]-1H-pyrazol-3-yl]methoxy)-2-methylpropanoate FC1=C(C=CC=C1)N1N=C(C=C1C1=CC(=CC=C1)OC1COC1)COC(C(=O)OC)(C)C